NCC(C)(C)SSC(CN)(C)C (1-amino-2-methylpropan-2-yl) disulfide